N-(4-(2-(((1R,3R,4R)-4-amino-3-methyl-cyclohexyl)amino)-8-ethylquinazolin-6-yl)-2-fluorophenyl)-2-chlorobenzene-sulfonamide N[C@H]1[C@@H](C[C@@H](CC1)NC1=NC2=C(C=C(C=C2C=N1)C1=CC(=C(C=C1)NS(=O)(=O)C1=C(C=CC=C1)Cl)F)CC)C